(3-bromo-5-fluorophenoxy)(t-butyl)diphenylsilane BrC=1C=C(O[Si](C2=CC=CC=C2)(C2=CC=CC=C2)C(C)(C)C)C=C(C1)F